C(C)(C)(C)C1=C(OC2=NC=CC=C2NC(=O)NC2=C(C=C(C=C2)C2=CC=C(C=C2)CN(C)C)F)C=CC=C1 1-[2-(2-tert-butyl-phenoxy)-pyridin-3-yl]-3-(4'-dimethylaminomethyl-3-fluorobiphenyl-4-yl)-urea